Cl.FC(C(N)C1=C(C=CC=C1)F)(F)F 2,2,2-trifluoro-1-(2-fluorophenyl)ethan-1-amine hydrochloride